C[Si](C)(C)C#CC=1C=C(C=NC1)B(O)O 5-[(TRIMETHYLSILANYL)ETHYNYL]PYRIDINE-3-BORONIC ACID